N-tert-Butoxycarbonyl-L-histidine-(2-hexyl)-decyl ester CC(CCCC)CCCCCCCCCCOC([C@@H](NC(=O)OC(C)(C)C)CC1=CNC=N1)=O